C12OCC(C1)(C2)N2N=C1N=C(C(=CC1=C2)C(=O)NC=2C(N(C=CC2)C2CC2)=O)OC(C)C 2-(2-oxabicyclo[2.1.1]hexan-4-yl)-N-(1-cyclopropyl-2-oxo-1,2-dihydropyridin-3-yl)-6-isopropoxy-2H-pyrazolo[3,4-b]pyridine-5-carboxamide